6-N-[(4-aminooxan-4-yl)methyl]-1-methyl-4-N-[6-(trifluoromethyl)pyridin-3-yl]pyrazolo[3,4-d]pyrimidine-4,6-diamine NC1(CCOCC1)CNC1=NC(=C2C(=N1)N(N=C2)C)NC=2C=NC(=CC2)C(F)(F)F